CC1=C(CCCC1)C dimethylcyclohex-1-en